BrC=1C=C2C(OC(C2=CC1)=O)CCCC 5-bromo-3-butylisobenzofuran-1(3H)-one